phosphorus serine N[C@@H](CO)C(=O)O.[P]